OC[C@H]1N(C=C(C1)C)C(=O)OC(C)(C)C tert-butyl (S)-2-(hydroxymethyl)-4-methyl-2,3-dihydro-1H-pyrrole-1-carboxylate